COC1=C(C=CC=C1)C1=CC(=NC=C1C(=O)NC=1SC2=C(N1)CN(C2)C(=O)C=2N=COC2)C 4-(2-methoxyphenyl)-6-methyl-N-(5-(oxazole-4-carbonyl)-5,6-dihydro-4H-pyrrolo[3,4-d]thiazol-2-yl)nicotinamide